2,4,6-triisopropylbenzenesulfonyl azide C(C)(C)C1=C(C(=CC(=C1)C(C)C)C(C)C)S(=O)(=O)N=[N+]=[N-]